hexabutylphosphoric triamide C(CCC)N(P(N(CCCC)CCCC)(N(CCCC)CCCC)=O)CCCC